C(C=C)(=O)OCCOCCCC 2-Butoxyethyl acrylate